ClC1=NC=C(C(=N1)NC1CCC(CC1)(C)O)C(=O)O 2-chloro-4-(((1s,4s)-4-hydroxy-4-methylcyclohexyl)amino)pyrimidine-5-carboxylic acid